1,5,8,12-tetrakis[2,4-bis(N-butyl-N-(1,2,2,6,6-pentamethyl-4-piperidyl)amino)-s-triazin-6-yl]-1,5,8,12-tetraazadodecane C(CCC)N(C1CC(N(C(C1)(C)C)C)(C)C)C1=NC(=NC(=N1)N(CCCC)C1CC(N(C(C1)(C)C)C)(C)C)NCCCN(CCN(CCCNC1=NC(=NC(=N1)N(CCCC)C1CC(N(C(C1)(C)C)C)(C)C)N(CCCC)C1CC(N(C(C1)(C)C)C)(C)C)C1=NC(=NC(=N1)N(CCCC)C1CC(N(C(C1)(C)C)C)(C)C)N(CCCC)C1CC(N(C(C1)(C)C)C)(C)C)C1=NC(=NC(=N1)N(CCCC)C1CC(N(C(C1)(C)C)C)(C)C)N(CCCC)C1CC(N(C(C1)(C)C)C)(C)C